8-chloro-2-(p-nitrophenyl)-1,2-dihydro-2,3,7-triaza-1-bora-1-naphthol ClC=1N=CC=C2C=NN(B(C12)O)C1=CC=C(C=C1)[N+](=O)[O-]